COC(C=C(C)C)=O 3,3-dimethylacrylic acid methyl ester